6-(4-amino-4-phenylpiperidin-1-yl)-3-(4-chloro-2-methyl-2H-indazol-5-yl)-1H-pyrazolo[3,4-d]pyrimidine-4-carboxamide NC1(CCN(CC1)C1=NC(=C2C(=N1)NN=C2C2=C(C1=CN(N=C1C=C2)C)Cl)C(=O)N)C2=CC=CC=C2